BrC=1C=C2C(N(C1)C)=CC(=N2)C2=CC=C(C=C2)S(=O)(=O)C 6-bromo-4-methyl-2-(4-(methylsulfonyl)phenyl)-4H-pyrrolo[3,2-b]Pyridine